FCC(C(=O)N1C[C@@H](N(C[C@H]1C)C=1C2=C(N=CN1)N(CC21CCC1)C1=NC=CC(=C1)C#N)C)(S(=O)(=O)C)C 2-[4-[(2S,5R)-4-[3-fluoro-2-methyl-2-methylsulfonyl-propanoyl]-2,5-dimethyl-piperazin-1-yl]spiro[6H-pyrrolo[2,3-d]pyrimidine-5,1'-cyclobutane]-7-yl]pyridine-4-carbonitrile